benzyl (2S)-4-ethoxy-2-(4-(ethoxycarbonyl)-2-methoxyphenyl)piperidine-1-carboxylate C(C)OC1C[C@H](N(CC1)C(=O)OCC1=CC=CC=C1)C1=C(C=C(C=C1)C(=O)OCC)OC